Methyl 5-methyl-6-oxo-1,6-dihydropyridine-2-carboxylate CC1=CC=C(NC1=O)C(=O)OC